1-[4-(2-hydroxyethyl)phenoxy]-2,3-epoxypropane OCCC1=CC=C(OCC2CO2)C=C1